tert-Butyl 4-(5-(Benzo[d]thiazol-6-yl)pyridin-2-yl)piperazine-1-carboxylate S1C=NC2=C1C=C(C=C2)C=2C=CC(=NC2)N2CCN(CC2)C(=O)OC(C)(C)C